C1(=CCCC1)OB(O)O 1-cyclopentenyl-boric acid